NCCC(=O)NC=1C=CC(=C(C(=O)N[C@H](C)C2=CC=CC3=CC=CC=C23)C1)C (R)-5-(3-aminopropanamido)-2-methyl-N-(1-(naphthalen-1-yl)ethyl)benzamide